FC1=CC(=C(C(=O)O)C=C1)SCC1=CC=C(C=C1)OC 4-fluoro-2-[(4-methoxyphenyl)methylsulfanyl]benzoic acid